2-((3,5-dichloro-4-ethyl-6-(piperazin-1-yl)pyridin-2-yl)thio)-2-phenylacetamide ClC=1C(=NC(=C(C1CC)Cl)N1CCNCC1)SC(C(=O)N)C1=CC=CC=C1